[Cl-].[Cl-].C(C)(C)[Hf+2](C1=CC=CC=2C3=CC=CC=C3CC12)C1C=CC=C1 isopropyl(cyclopentadienyl)(fluorenyl)hafnium dichloride